FC=1C(=NC(=NC1)NC1=CC(N(C=C1)C=1CCNCC1)=O)C1=CC2=C(OCCN2C(C)C)C(=C1)F 4-((5-fluoro-4-(8-fluoro-4-isopropyl-3,4-dihydro-2H-benzo[b][1,4]oxazin-6-yl)pyrimidin-2-yl)amino)-1',2',3',6'-tetrahydro-2H-[1,4'-bipyridin]-2-one